4-fluoro-2-methyl-1,3-benzothiazol-6-amine FC1=CC(=CC2=C1N=C(S2)C)N